OC(CS(=O)(=O)[O-])CCC.[Ag+] silver 2-hydroxypentanesulfonate